OCCOCCN1CCN(CC1)C1C2=C(N(N=C2CCC1)C1=NC=CC=C1)O {4-[2-(2-hydroxyethoxy)-ethyl]-piperazin-1-yl}-2-pyridin-2-yl-4,5,6,7-tetrahydro-2H-indazol-3-ol